(7-chloro-1-((2-(trimethylsilyl)ethoxy)methyl)-1H-pyrrolo[2,3-c]pyridin-2-yl)methanol ClC=1N=CC=C2C1N(C(=C2)CO)COCC[Si](C)(C)C